CN(C1=CC=C(C=C1)C1=NC2=C(N1)C=CC(=C2)NC(CCC2=CC=CC=C2)=O)C N-(2-(4-(dimethylamino)phenyl)-1H-benzo[d]imidazol-5-yl)-3-phenylpropanamide